FC(OC[C@H]1CN(C[C@@H](N1)C)C=1C=2N(C=C(C1)S(=O)(=O)NC1(COC1)C)C(=NC2)C=2SC(=NN2)C(F)F)F |o1:4,8| rel-8-((3R,5S)-3-((difluoromethoxy)methyl)-5-methylpiperazin-1-yl)-3-(5-(difluoromethyl)-1,3,4-thiadiazol-2-yl)-N-(3-methyloxetan-3-yl)imidazo[1,5-a]pyridine-6-sulfonamide